methyl-6-(2-(methylthio)pyrimidin-5-yl)-5-hexynoic acid CC(C(=O)O)CCC#CC=1C=NC(=NC1)SC